6-(6-cyclopropyl-7-methoxyimidazo[1,2-a]pyridin-3-yl)-N-(2,2-dimethylazetidin-3-yl)pyridin-2-amine C1(CC1)C=1C(=CC=2N(C1)C(=CN2)C2=CC=CC(=N2)NC2C(NC2)(C)C)OC